3-(2-chloro-5-(trifluoromethyl)pyrimidin-4-yl)-6-ethoxy-1H-indole ClC1=NC=C(C(=N1)C1=CNC2=CC(=CC=C12)OCC)C(F)(F)F